ClC1=CC=C(C=C1)[C@H]1CCNC1 (R)-4-(4-Chloro-phenyl)-pyrrolidine